C(CCCCCCC)(=O)O.C(CCCCCCC)(=O)O.OCC(O)CO glycerin dicaprylate